(R)-2-chloro-5-fluoro-6-((3-(3-hydroxybutyl)-1-methyl-2-oxo-2,3-dihydro-1H-benzo[d]imidazol-5-yl)amino)nicotinonitrile ClC1=C(C#N)C=C(C(=N1)NC1=CC2=C(N(C(N2CC[C@@H](C)O)=O)C)C=C1)F